C1CNCCC12CC(CCC2)N 3-azaspiro[5.5]undecan-8-amine